CS(=O)(C)=NC=1C=CC(=C(C1)C=1C2=C(C(N(C1)C)=O)NC(=C2)C(=O)O)OC2=C(C=C(C=C2C)F)C 4-{5-{[dimethyl(oxo)-λ6-sulfanylidene]amino}-2-(4-fluoro-2,6-dimethylphenoxy)phenyl}-6-methyl-7-oxo-6,7-dihydro-1H-pyrrolo[2,3-c]pyridine-2-carboxylic acid